1,6-bis[2-methacryloyloxy-ethoxy-carbonylamino]-2,2,4-trimethylhexane C(C(=C)C)(=O)OCCOC(=O)NCC(CC(CCNC(=O)OCCOC(C(=C)C)=O)C)(C)C